ethyl 4-methyl-2'-[4-(trifluoromethyl)phenoxy][2,3'-bipyridine]-5'-carboxylate CC1=CC(=NC=C1)C=1C(=NC=C(C1)C(=O)OCC)OC1=CC=C(C=C1)C(F)(F)F